N1N=CC2=CC(=CC=C12)C=1C=NC=2N(C=3N=CC(=CC3OC2C1)C=1C=C2C=NNC2=CC1)CCCCCN1[C@H]2CO[C@@H](C1)C2 6,12-bis-(1H-indazol-5-yl)-2-{5-[(1R,4R)-2-oxa-5-azabicyclo[2.2.1]heptan-5-yl]pentyl}-9-oxa-2,4,14-triazatricyclo[8.4.0.0^{3,8}]tetradeca-1(10),3(8),4,6,11,13-hexaene